(1-methylazetidin-3-yl)methyl (2-nitro-5-(thiophen-2-yl)phenyl)carbamate [N+](=O)([O-])C1=C(C=C(C=C1)C=1SC=CC1)NC(OCC1CN(C1)C)=O